1-Ethoxy-3-(phenylimino)-2-(4-(4-(trifluoromethoxy)phenoxy)phenyl)but-1-en-1-ol C(C)OC(=C(C(C)=NC1=CC=CC=C1)C1=CC=C(C=C1)OC1=CC=C(C=C1)OC(F)(F)F)O